ClC1=NC=2N(C=C1)N=C(C2I)C=2C=C(C#N)C=CC2 3-(5-chloro-3-iodo-pyrazolo[1,5-a]pyrimidin-2-yl)benzonitrile